(S)-N'-((1,2,3,5,6,7-hexahydro-s-indacen-4-yl)carbamoyl)-4-((methylamino)methyl)thiophene-2-sulfonimidamide C1CCC2=C(C=3CCCC3C=C12)NC(=O)N=[S@@](=O)(N)C=1SC=C(C1)CNC